2-(2,4-dimethylphenyl)isonicotinamide CC1=C(C=CC(=C1)C)C=1C=C(C(=O)N)C=CN1